5-tert-butylsulfinyl-N-[6-(5-chloro-1,3-benzoxazol-2-yl)spiro[3.3]heptan-2-yl]furan-2-carboxamide C(C)(C)(C)S(=O)C1=CC=C(O1)C(=O)NC1CC2(C1)CC(C2)C=2OC1=C(N2)C=C(C=C1)Cl